O=C1C(=C(C=NN1)NCCCOC(C(=O)C1CNCCN1)C)C(F)(F)F 3-(2-(((6-oxo-5-(trifluoromethyl)-1,6-dihydropyridazin-4-yl)amino)propoxy)propionyl)piperazin